C(C1=CC=CC=C1)NC N-benzyl-methyl-amine